(S)-N-methyl-N-(2,2,2-trifluoro-1-(4-methoxyphenyl)ethyl)tetrahydro-2H-pyran-4-sulfonamide CN(S(=O)(=O)C1CCOCC1)[C@H](C(F)(F)F)C1=CC=C(C=C1)OC